1-methyl-4-(1-(phenylsulfonyl)-1H-pyrrolo[2,3-b]pyridin-4-yl)-1H-pyrazol-3-amine CN1N=C(C(=C1)C1=C2C(=NC=C1)N(C=C2)S(=O)(=O)C2=CC=CC=C2)N